3-(piperidinyl)propanamine N1(CCCCC1)CCCN